N1=CN=C(C=C1)CNC(=O)[C@@H]1CN(CC[C@H]1NC(=O)C1=NOC(=C1)C1=C(C=C(C=C1)F)F)C1CCCCC1 |o1:10,15| (3R*,4R*)-1-Cyclohexyl-4-{[5-(2,4-difluoro-phenyl)-isoxazole-3-carbonyl]-amino}-piperidine-3-carboxylic acid (pyrimidin-4-ylmethyl)-amide